tert-butyl 1-(3-ethoxy-3-oxopropyl)-6-azaspiro[2.5]octane-6-carboxylate C(C)OC(CCC1CC12CCN(CC2)C(=O)OC(C)(C)C)=O